4-((3-bromo-2-fluorophenyl)imino)-1,4λ6-oxathiane 4-oxide BrC=1C(=C(C=CC1)N=S1(CCOCC1)=O)F